C(C1=CC=CC=C1)OC=1C=C(C=C2C=CC(=C(C12)C#C[Si](C(C)C)(C(C)C)C(C)C)F)OCOC ((8-(benzyloxy)-2-fluoro-6-(methoxymethoxy)naphthalen-1-yl)ethynyl)triisopropylsilane